COC1=NC(=NN2C1=C(C=C2)C=2C=CC1=C(N(N=N1)CC(F)(F)F)C2)N[C@H]2CC[C@H](CC2)NC(C)=O N-(cis-4-((4-Methoxy-5-(1-(2,2,2-trifluoroethyl)-1H-benzo[d][1,2,3]triazol-6-yl)pyrrolo[2,1-f][1,2,4]triazin-2-yl)amino)cyclohexyl)acetamide